amino-laurate NC(C(=O)[O-])CCCCCCCCCC